(4-((1r,5s)-3,8-diazabicyclo[3.2.1]oct-3-yl)-8-fluoro-2-((4-methoxybicyclo[2.2.2]oct-1-yl)methoxy)pyrido[4,3-d]pyrimidin-7-yl)-5-ethynyl-6-fluoronaphthalen-2-amine [C@H]12CN(C[C@H](CC1)N2)C=2C1=C(N=C(N2)OCC23CCC(CC2)(CC3)OC)C(=C(N=C1)C1=C(C=CC3=C(C(=CC=C13)F)C#C)N)F